Ethyl-2-O-p-methoxybenzyl-3,4-di-O-benzyl-6-levulinyl-β-D-galactopyranose C(C)[C@]1(O)[C@H](OCC2=CC=C(C=C2)OC)[C@@H](OCC2=CC=CC=C2)[C@@H](OCC2=CC=CC=C2)[C@H](O1)C(O)C(CCC(=O)C)=O